{4-[1-bromo-3,6-di-tert-butylcarbazol-9-yl]phenyl}phenyl-methanone methyl-(CIS)-2-((((CIS)-4-phenylcyclohexyl)oxy)methyl)-3-(1H-1,2,4-triazol-5-yl)piperidine-1-carboxylate COC(=O)N1[C@H]([C@H](CCC1)C1=NC=NN1)CO[C@@H]1CC[C@@H](CC1)C1=CC=CC=C1.BrC1=CC(=CC=2C3=CC(=CC=C3N(C12)C1=CC=C(C=C1)C(=O)C1=CC=CC=C1)C(C)(C)C)C(C)(C)C